((2-butyl-1,4-diazepan-1-yl)sulfonyl)isoquinolin-1-ol C(CCC)C1N(CCCNC1)S(=O)(=O)C=1N=C(C2=CC=CC=C2C1)O